N-(2-(4,4-difluorocyclohexyl)-4-(3,4-dihydro-2H-pyran-5-yl)pyridin-3-yl)-2-isopropylpyrimidine-5-carboxamide FC1(CCC(CC1)C1=NC=CC(=C1NC(=O)C=1C=NC(=NC1)C(C)C)C=1CCCOC1)F